CCCCC/C=C\C/C=C\CCCCCCCCCC(=O)OC[C@H](COP(=O)([O-])OCC[N+](C)(C)C)OC(=O)CCC/C=C\C/C=C\C/C=C\C/C=C\CCCCC 1-(11Z,14Z-eicosadienoyl)-2-(5Z,8Z,11Z,14Z-eicosatetraenoyl)-glycero-3-phosphocholine